C(#N)C1=CC=C(C=C1)C=1N2C(SC1)=NC(=C2)C(=O)N[C@@H]2C(N(C1=C(OC2)C=CC(=C1)C#CC(C)(C)O)C)=O (S)-3-(4-cyanophenyl)-N-(7-(3-hydroxy-3-methylbut-1-yn-1-yl)-5-methyl-4-oxo-2,3,4,5-Tetrahydrobenzo[b][1,4]oxazepine-3-yl)imidazo[2,1-b]thiazole-6-carboxamide